N1=C(C=CC=C1)N1CC(CCC1)(N)C1=CC(=C(C=C1)C1=CC=CC=C1)C(F)(F)F 1-(pyridin-2-yl)-3-(2-(trifluoromethyl)-[1,1'-biphenyl]-4-yl)piperidin-3-amine